2-(3-OXO-2H-BENZO[B][1,4]THIAZIN-4(3H)-YL)-N-(5-PHENYL-4H-1,2,4-TRIAZOL-3-YL)ACETAMIDE O=C1N(C2=C(SC1)C=CC=C2)CC(=O)NC2=NN=C(N2)C2=CC=CC=C2